methanesulfonate bismuth [Bi+3].CS(=O)(=O)[O-].CS(=O)(=O)[O-].CS(=O)(=O)[O-]